N-Diphenylmethylmethacrylamid C1(=CC=CC=C1)C(NC(C(=C)C)=O)C1=CC=CC=C1